Picolinyl Azide N1=C(C=CC=C1)CN=[N+]=[N-]